5-(2-(dimethylamino)thiazol-5-yl)penta-2,4-dienoic acid CN(C=1SC(=CN1)C=CC=CC(=O)O)C